COC(=O)NCCCC(=O)O 4-(methoxycarbonylamino)butyric acid